CC=1OC2=C(N1)C=CC(=C2)C=2N=C1N(N=C(C=C1)C1CCN(CC1)C)C(C2)=O 2-(2-methyl-1,3-benzoxazol-6-yl)-7-(1-methylpiperidin-4-yl)-4H-pyrimido[1,2-b]pyridazin-4-one